methyl 1-(4-((2-(4-(5-chloropyrimidin-2-yl)piperidin-1-yl)-5,5-dioxo-7,8-dihydro-6H-thiopyrano[3,2-d]pyrimidin-4-yl)amino)-2-fluorophenyl)cyclobutane-1-carboxylate ClC=1C=NC(=NC1)C1CCN(CC1)C=1N=C(C2=C(N1)CCCS2(=O)=O)NC2=CC(=C(C=C2)C2(CCC2)C(=O)OC)F